5-((2,6-dichloro-4-nitrophenyl)thio)-3-isopropyl-2-methoxypyridine ClC1=C(C(=CC(=C1)[N+](=O)[O-])Cl)SC=1C=C(C(=NC1)OC)C(C)C